(2S,3R)-3-((2-aminopyridin-4-yl)methyl)-N2-(1-methyl-1H-imidazol-2-yl)-N1-((R)-1-(3-chlorophenyl)propyl)-N2-methyl-4-oxoazetidine-1,2-dicarboxamide NC1=NC=CC(=C1)C[C@@H]1[C@H](N(C1=O)C(=O)N[C@H](CC)C1=CC(=CC=C1)Cl)C(=O)N(C)C=1N(C=CN1)C